2-hydroxy-8-(trifluoromethyl)-1,2-benzoxaborinin-6-amine OB1OC2=C(C=C1)C=C(C=C2C(F)(F)F)N